C(C)N1N(C(=CC1C)C)C 1-ethyl-2,3,5-trimethylpyrazoline